1-(((1-(benzo[d][1,3]dioxol-5-yl)propan-2-yl)(methyl)carbamoyl)oxy)ethyl acetate C(C)(=O)OC(C)OC(N(C)C(CC1=CC2=C(OCO2)C=C1)C)=O